[5-(4-bromophenyl)tetrazol-2-ylmethyl]-N-(2-carbamoyl-4-chloro-6-methyl-phenyl)-2-(3-chloro-2-pyridyl)pyrazole-3-carboxamide BrC1=CC=C(C=C1)C=1N=NN(N1)CC1=C(N(N=C1)C1=NC=CC=C1Cl)C(=O)NC1=C(C=C(C=C1C)Cl)C(N)=O